(Z)-3-[(6Ar)-1-hydroxy-9-methyl-6-methylidene-6a,7,8,10a-tetrahydrobenzo[c]chromen-3-yl]prop-2-enoic acid OC1=C2C3[C@H](C(OC2=CC(=C1)\C=C/C(=O)O)=C)CCC(=C3)C